[N+](=O)([O-])C1=C(C(=CC(=C1C)[N+](=O)[O-])[N+](=O)[O-])C 2,4,6-trinitro-m-xylene